Cl.Cl.C[C@@H]1OCC2([C@@H]1N)CCNCC2 (3S,4S)-3-methyl-2-oxa-8-azaspiro[4.5]decan-4-amine bisHCl salt